The molecule is a pyrrolecarboxylic acid that is pyrrole-2-carboxylic acid which is substituted at position 3 by a 3-hydroxyindol-3-yl group at at position 5 by an indol-3-yl group. It has a role as a bacterial metabolite. It is a member of hydroxyindoles, a monocarboxylic acid and a pyrrolecarboxylic acid. It is a conjugate acid of a deoxyviolaceinate. C1=CC=C2C(=C1)C(=CN2)C3=CC(=C(N3)C(=O)O)C4=C(NC5=CC=CC=C54)O